2-(7-(cyclopropylmethyl)-9-methoxy-2-methyl-3-oxo-2,3,5,7-tetrahydrobenzo[5,6]oxepino[4,3-c]pyridin-5-yl)-N-ethylacetamide C1(CC1)CC1C2=C(C3=CN(C(C=C3C(O1)CC(=O)NCC)=O)C)C=CC(=C2)OC